3-((1-(cyclopropylsulfonyl)piperidin-4-yl)methoxy)-6-(isoindolin-2-ylmethyl)-1-methylpyridin C1(CC1)S(=O)(=O)N1CCC(CC1)COC=1CN(C(=CC1)CN1CC2=CC=CC=C2C1)C